3,6-dichloro-N-[2-(2-thienyl)ethyl]pyridazine-4-carboxamide ClC=1N=NC(=CC1C(=O)NCCC=1SC=CC1)Cl